CC1=CC=CC(=N1)C=1N=C2N(CCN2)C1C1=CC=C(C=C1)SC 6-(6-methylpyridin-2-yl)-5-(4-(methylsulfanyl)phenyl)-2,3-dihydro-1H-imidazo[1,2-a]imidazole